BrC1=NC=CC(=C1)N(C)CCF 2-Bromo-N-(2-fluoroethyl)-N-methyl-4-pyridineamine